COC1=CC=C(C=C1)C1=NC(=NO1)C(OCC)OCC 5-(4-methoxyphenyl)-3-(diethoxymethyl)-1,2,4-oxadiazole